OC=1C=C(C=CC1OC)C1SC2=C(C(N1)=O)C=CC=C2 2-(3-hydroxy-4-methoxyphenyl)-2,3-dihydro-1,3-benzothiazin-4-one